2-(4-Methylphenyl)-1H-benzo[d]imidazole CC1=CC=C(C=C1)C1=NC2=C(N1)C=CC=C2